CN1CCC(CC1)COC1=NC(=CC(=C1)CNC=1C=C2C=CN=C(C2=CC1)NC(OC(C)(C)C)=O)C(F)(F)F tert-butyl (6-(((2-((1-methylpiperidin-4-yl)methoxy)-6-(trifluoromethyl)pyridin-4-yl)methyl)amino)isoquinolin-1-yl)carbamate